CS(=O)(=O)OCCC1=NC(=C(C=C1)C1C(NC(CC1)=O)=O)C 2-(5-(2,6-dioxopiperidin-3-yl)-6-methylpyridin-2-yl)ethyl methanesulfonate